1-(6Z,9Z,12Z,15Z-octadecatetraenoyl)-2-(5Z,8Z,11Z,14Z-eicosatetraenoyl)-glycero-3-phospho-(1'-sn-glycerol) CCCCC/C=C\C/C=C\C/C=C\C/C=C\CCCC(=O)O[C@H](COC(=O)CCCC/C=C\C/C=C\C/C=C\C/C=C\CC)COP(=O)(O)OC[C@H](CO)O